C(C1=CC=CC=C1)C1=CC(=NN1)C(=O)N[C@@H]1C(N(C2=C(C=CC=C2)C2(CC2)C1)C)=O 5-benzyl-N-[(3S)-1-methyl-2-oxo-1,2,3,4-tetrahydrospiro[1-benzazepine-5,1-cyclopropane]-3-yl]-1H-pyrazole-3-carboxamide